C(CCC)C=1C=CC(=NC1)C(=O)NC1=CC=C(C=C1)C 5-butyl-N-(p-tolyl)picolinamide